(RS)-α-Ethyl-4-carboxyphenylglycine C(C)[C@@](N)(C1=CC=C(C=C1)C(=O)O)C(=O)O |r|